N1(CC1)P(O)(=O)N1CC1 bis(aziridinyl)phosphinic acid